NC1=C(C=C(CCN2[C@@H](O[C@H](C2=O)C)C=2C(=NN(C2)C2=CC=C(C=C2)Br)C2=CC=C(C=C2)F)C=C1)F (2S,5S)-3-(4-amino-3-fluorophenethyl)-2-(1-(4-bromophenyl)-3-(4-Fluorophenyl)-1H-pyrazol-4-yl)-5-methyloxazolidin-4-one